5-[4-amino-5-(trifluoromethyl)pyrrolo[2,1-f][1,2,4]triazin-7-yl]-N-[(3R,4S)-1-(2-chloro-3-fluorobenzoyl)-4-fluoropyrrolidin-3-yl]-2-methylbenzamide NC1=NC=NN2C1=C(C=C2C=2C=CC(=C(C(=O)N[C@@H]1CN(C[C@@H]1F)C(C1=C(C(=CC=C1)F)Cl)=O)C2)C)C(F)(F)F